L-Arginine ethyl-para-hydroxybenzoate C(C)C1=C(C(=O)O)C=CC(=C1)O.N[C@@H](CCCNC(N)=N)C(=O)O